(2S)-benzyl 2-((chloro(phenoxy)phosphoryl)amino)propanoate ClP(=O)(OC1=CC=CC=C1)N[C@H](C(=O)OCC1=CC=CC=C1)C